O1CC(=CCC1)C1=CNC=2N=CC(=C(C21)C#N)C2=C(C(=CC=C2C)O)C (R)-3-(5,6-dihydro-2H-pyran-3-yl)-5-(3-hydroxy-2,6-dimethylphenyl)-1H-pyrrolo[2,3-b]pyridine-4-carbonitrile